ClC1=C(C(=NC=N1)NC1=C(C=CC(=C1)C1=CC=NC=C1)N1CCN(CC1)C)N 6-chloro-N4-(2-(4-methylpiperazin-1-yl)-5-(pyridin-4-yl)phenyl)pyrimidine-4,5-diamine